(2S)-2-(3-fluoro-4-(methoxycarbonyl)phenyl)-4-oxopiperidine-1-carboxylic acid benzyl ester C(C1=CC=CC=C1)OC(=O)N1[C@@H](CC(CC1)=O)C1=CC(=C(C=C1)C(=O)OC)F